6-[[5-[(6-cyano-4-methyl-3-pyridyl)oxy]-3-methyl-imidazo[4,5-b]pyridin-7-yl]amino]-N-ethyl-2-methylpyridine-3-carboxamide C(#N)C1=CC(=C(C=N1)OC1=CC(=C2C(=N1)N(C=N2)C)NC2=CC=C(C(=N2)C)C(=O)NCC)C